(2S,4R)-allyl 4-(2-((1R,3R)-1-(allyloxy)-3-((2S,3S)-2-amino-N,3-dimethylpentanamido)-4-methylpentyl)thiazole-4-carboxamido)-2-methyl-5-phenylpentanoate C(C=C)O[C@H](C[C@H](C(C)C)N(C([C@H]([C@H](CC)C)N)=O)C)C=1SC=C(N1)C(=O)N[C@H](C[C@@H](C(=O)OCC=C)C)CC1=CC=CC=C1